8,8'-(Methylazanediyl)Bis(N,N-Didecyl-2-Fluorooctanamide) CN(CCCCCCC(C(=O)N(CCCCCCCCCC)CCCCCCCCCC)F)CCCCCCC(C(=O)N(CCCCCCCCCC)CCCCCCCCCC)F